FC(C(=O)O)(F)F.NCC(CC=1N(C(NN1)=O)CC=1SC2=C(C1)C=C(C=C2)C=2C=NN(C2)CC)=C(F)F [2-(aminomethyl)-3,3-difluoro-allyl]-4-[[5-(1-ethylpyrazol-4-yl)benzothien-2-yl]methyl]-1,2,4-triazol-3-one trifluoroacetate salt